2-(4-(1-ethyl-4-(trifluoromethyl)-1H-imidazol-2-yl)phenyl)acetic acid C(C)N1C(=NC(=C1)C(F)(F)F)C1=CC=C(C=C1)CC(=O)O